S(=O)(=O)(ON1[C@@H]2CC[C@H](N(C1=O)C2)COC(F)(F)F)[O-].[Na+] Sodium (2S,5R)-7-oxo-2-[(trifluoromethoxy)methyl]-1,6-diazabicyclo[3.2.1]octan-6-yl sulphate